BrC1=CC(=C(C=C1C#N)CC(C)NC([O-])=O)OC (1-(4-bromo-5-cyano-2-methoxyphenyl)propan-2-yl)carbamate